OC=1C(=C(C=O)OC1)O dihydroxyfurfural